FC1=C(CC2=NC3=C(N2[C@@H]2COCC2(C)C)C=C(C=C3)C(=O)O)C=C(C(=C1)C1=NC(=CC=C1)OCC=1C=NC(=CC1)OCC(F)(F)F)F (S)-2-(2,5-difluoro-4-(6-((6-(2,2,2-trifluoroethoxy)pyridin-3-yl)methoxy)pyridin-2-yl)benzyl)-1-(4,4-dimethyltetrahydrofuran-3-yl)-1H-benzo[d]imidazole-6-carboxylic acid